BrC1=CN=C2C(=N1)N(C=N2)[C@H](C)C2=C(C=C(C=C2)Cl)Cl (R)-6-bromo-1-(1-(2,4-dichlorophenyl)ethyl)-1H-imidazo[4,5-b]pyrazine